NC1=NC2=C(C=CC=C2C(=N1)C=1N=NN(C1)CC1=CC=CC(=N1)C1(CCOCC1)O)OC 4-(6-{[4-(2-amino-8-methoxy-4-quinazolinyl)-1H-1,2,3-triazol-1-yl]methyl}-2-pyridyl)tetrahydro-2H-pyran-4-ol